3-((2-amino-5-bromopyridin-3-yl)amino)-2,2-dimethylpropionic acid NC1=NC=C(C=C1NCC(C(=O)O)(C)C)Br